5-(7,7-difluoro-3-((1-propyl-1H-pyrazol-4-yl)sulfonyl)-3-azabicyclo[4.1.0]heptan-6-yl)-1-(4-fluorophenyl)-6-methyl-1H-indazole FC1(C2(CCN(CC12)S(=O)(=O)C=1C=NN(C1)CCC)C=1C=C2C=NN(C2=CC1C)C1=CC=C(C=C1)F)F